NC1=NC=NC2=C(C=CC=C12)CC(=O)N1[C@@H](C[C@H](C1)F)C(=O)NCC1=C(C(=CC=C1)Cl)F (2S,4R)-1-(2-(4-aminoquinazolin-8-yl)acetyl)-N-(3-chloro-2-fluorophenylmethyl)-4-fluoropyrrolidine-2-carboxamide